methyl 2-(5-(2,6-dichlorophenethyl)-2,3-dihydro-1H-inden-1-yl)-2-azaspiro[3.3]heptane-6-carboxylate ClC1=C(CCC=2C=C3CCC(C3=CC2)N2CC3(C2)CC(C3)C(=O)OC)C(=CC=C1)Cl